2-(6-aminopyridin-3-yl)-N-(5-((2-(2,2-dimethylpyrrolidin-1-yl)ethyl)carbamoyl)-3-methylthiophene-2-yl)pyrazolo[5,1-b]thiazole-7-carboxamide NC1=CC=C(C=N1)C1=CN2C(S1)=C(C=N2)C(=O)NC=2SC(=CC2C)C(NCCN2C(CCC2)(C)C)=O